tert-butyl (5,7-difluoroisochroman-4-yl)(ethyl)carbamate FC1=C2C(COCC2=CC(=C1)F)N(C(OC(C)(C)C)=O)CC